2-(4-methylpiperazin-1-yl)acetate CN1CCN(CC1)CC(=O)[O-]